ClC=1C=C(C=C(C1CC=1OC(N(N1)C(C)C)=O)Cl)N1N=C(C(NC1=O)=O)C(F)(F)F 2-(3,5-dichloro-4-((4-isopropyl-5-oxo-4,5-dihydro-1,3,4-oxadiazol-2-yl)methyl)phenyl)-6-(trifluoromethyl)-1,2,4-triazine-3,5(2H,4H)-dione